C1CC12CCN(CC2)C=2OC1=C(C=C(C=C1C(C2)=O)C(F)(F)F)[C@@H](C)NC=2C(=NC(=CC2)Cl)C(=O)O 3-[[(1R)-1-[2-(6-azaspiro[2.5]octan-6-yl)-4-oxo-6-(trifluoromethyl)chromen-8-yl]ethyl]amino]-6-chloro-pyridine-2-carboxylic acid